COC=1C=C2CCC(C2=CC1OC)=O 5,6-dimethoxy-2,3-dihydro-1H-indenone